FC1=CC=C(COC=2C=C(C=CC2)C2=NNC=C2C2=CC=NC=C2)C=C1 4-(3-(3-((4-fluorobenzyl)oxy)phenyl)-1H-pyrazol-4-yl)pyridine